6-(3-(4-((4-Aminopiperidin-1-yl)methyl)phenyl)-2-(2-aminopyridin-3-yl)-3H-imidazo[4,5-b]pyridin-5-yl)pyridin-2(1H)-one NC1CCN(CC1)CC1=CC=C(C=C1)N1C(=NC=2C1=NC(=CC2)C2=CC=CC(N2)=O)C=2C(=NC=CC2)N